BrC=1C(=C(OCCCN2[C@H](CNCC2)C(F)(F)F)C=CC1)C (R)-1-(3-(3-bromo-2-methylphenoxy)propyl)-2-(trifluoromethyl)piperazine